6-methyl-2-(methylsulfanyl)-5-[2-(triisopropylsilyl)ethynyl]pyrido[2,3-d]pyrimidin-7-amine CC1=C(C2=C(N=C(N=C2)SC)N=C1N)C#C[Si](C(C)C)(C(C)C)C(C)C